N1=C(C=CC=C1)C(=O)C1[C@H]2CN(C[C@@H]12)C(=O)OC(C)(C)C tert-butyl (1R,5S,6r)-6-[(2-pyridinyl) carbonyl]-3-azabicyclo[3.1.0]hexane-3-carboxylate